(Z)-1-(4-amino-2-fluorobut-2-en-1-yl)-4-(5-fluoropyridin-3-yl)-1H-benzo[d]imidazole-6-carbonitrile NC\C=C(\CN1C=NC2=C1C=C(C=C2C=2C=NC=C(C2)F)C#N)/F